CC1(CN2C(OC1)=C(C=N2)[S@@](=O)(NC(NC2=C1C(=CC=3CCCC23)C[C@H]1C)=O)=NC(C1=CC=CC=C1)(C1=CC=CC=C1)C1=CC=CC=C1)C (S)-6,6-dimethyl-N-(((R)-2-methyl-2,4,5,6-tetrahydro-1H-cyclobuta[f]inden-3-yl)carbamoyl)-N'-trityl-6,7-dihydro-5H-pyrazolo[5,1-b][1,3]oxazine-3-sulfonimidamide